[N].CC1(CCC=N1)C 5,5-dimethyl-1-pyrroline nitrogen